8-(N-benzylamino)quinoline C(C1=CC=CC=C1)NC=1C=CC=C2C=CC=NC12